methyl (1r,4r)-4-[[[4-[[4-(trifluoromethyl) phenyl]methyl]pyrazolo[1,5-a]pyridine-3-carbonyl]amino]methyl]cyclohexanecarboxylate FC(C1=CC=C(C=C1)CC=1C=2N(C=CC1)N=CC2C(=O)NCC2CCC(CC2)C(=O)OC)(F)F